FC1(CCC(CC1)[C@H](NC(=O)C=1N(N=CN1)C(C)C)C1=NC2=C(N1)C=CC(=C2F)[C@H](CC(F)(F)F)C(NCC(C)(F)F)=O)F N-[(S)-(4,4-Difluorocyclohexyl)(5-[(1S)-1-(2,2-difluoropropylcarbamoyl)-3,3,3-trifluoropropyl]-4-fluoro-1H-benzimidazol-2-yl)methyl]-2-isopropyl-1,2,4-triazole-3-carboxamide